C12(CCC(CC1)CC2)C(N)=S bicyclo[2.2.2]octane-1-thiocarboxamide